C(#N)CCN1CCCCC1 1-(2-cyanoethyl)piperidine